N(=[N+]=[N-])[C@H]1[C@@H]([C@H]([C@@H]([C@H](C1)N=[N+]=[N-])O[C@@H]1[C@H](CC[C@H](O1)[C@@H](C)NC(OCC1=CC=CC=C1)=O)O)O)O benzyl N-[(1R)-1-[(2S,5S,6R)-6-[(1R,2R,3S,4R,6S)-4,6-diazido-2,3-dihydroxy-cyclohexoxy]-5-hydroxy-tetrahydropyran-2-yl]ethyl]carbamate